N1(C=NC=C1)C1=CC=CC(=N1)N1CCC(CC1)CN1CCN(CC1)CC1=CC=C(COC2=C3CN(C(C3=CC=C2)=O)[C@@H]2C(NC(C=C2)=O)=O)C=C1 (S)-3-(4-((4-((4-((1-(6-(1H-imidazol-1-yl)pyridin-2-yl)piperidin-4-yl)methyl)piperazin-1-yl)methyl)benzyl)oxy)-1-oxoisoindolin-2-yl)pyridine-2,6-dione